ClC=1N=C(C=2N(C1)N=CC2)C=2C=NN(C2)C(=O)OC(C)(C)C tert-Butyl 4-(6-chloropyrazolo[1,5-a]pyrazin-4-yl)-1H-pyrazole-1-carboxylate